NC1=C(C=NN1)C(=O)NCC1=CC=CC=C1 5-amino-N-benzyl-1H-pyrazole-4-carboxamide